C12C(C3CC(CC(C1)C3)C2)C2=C(C=C(C=C2O)C(C)(CCCCCC)C)[O-] 2-adamantyl-3-hydroxy-5-(2-methyloct-2-yl)phenolate